ClC=1C=C(C=NC1N1N=CC=N1)NC(=O)N1C2=C(OC(C1)C(F)(F)F)C(=CN=C2)OC N-(5-Chloro-6-(2H-1,2,3-triazol-2-yl)pyridin-3-yl)-8-methoxy-2-(trifluoromethyl)-2,3-dihydro-4H-pyrido[4,3-b][1,4]oxazine-4-carboxamide